D-(+)-Tryptophan C1=CC=C2C(=C1)C(=CN2)C[C@H](C(=O)O)N